NC1=C2N=CN(C2=NC(=N1)Cl)[C@H]1[C@H]([C@@H]([C@H](O1)COC(C(=O)O)(C(=O)O)CC1=CC=CC=C1)O)F 2-(((2R,3R,4S,5R)-5-(6-amino-2-chloro-9H-purin-9-yl)-4-fluoro-3-hydroxytetrahydro-furan-2-yl)methoxy)-2-benzyl-malonic acid